1-(4-(((6-(3-(2-(4-(((1-Acetylpiperidin-4-yl)amino)methyl)-3-fluoro-5-methoxyphenyl)-3-chloropyridin-4-yl)-2-chlorophenyl)-2-methoxypyridin-3-yl)methyl)amino)piperidin-1-yl)ethan-1-one C(C)(=O)N1CCC(CC1)NCC1=C(C=C(C=C1OC)C1=NC=CC(=C1Cl)C=1C(=C(C=CC1)C1=CC=C(C(=N1)OC)CNC1CCN(CC1)C(C)=O)Cl)F